ClC=1C2=CN(N=C2C=CC1C1=NN(C2=NC(=C(N=C21)CO)N2CCC(CC2)(C(NC=2C=C1C(=NC2)SC=N1)=N)C)C1OCCC1)C 1-[3-(4-chloro-2-methyl-2H-indazol-5-yl)-5-hydroxymethyl-1-(oxolan-2-yl)-1H-pyrazolo[3,4-b]pyrazin-6-yl]-4-methyl-N-{[1,3]thiazolo[5,4-b]pyridin-6-yl}piperidine-4-carboximidamide